CN1CC(C1)(C)[C@@](C=1C=C(C=NC1)C1=NOC(=N1)[C@H]1CC[C@H](CC1)NC(CC)=O)(C1=CC=C(C=C1)C(C)C)O cis-N-[4-(3-{5-[(R)-(1,3-Dimethyl-azetidin-3-yl)-hydroxy-(4-isopropyl-phenyl)-methyl]-pyridin-3-yl}-[1,2,4]oxadiazol-5-yl)-cyclohexyl]-propionamide